di(beta-hydroxyethyl) ether OCCOCCO